C(C)(C)(C)OC(=O)N1CCC(CC1)C=1C=CC(=NC1F)C(=O)OC methyl 5-(1-(t-Butoxycarbonyl) piperidin-4-yl)-6-fluoropyridineformate